N-methyl-N-(prop-2-yl)-2-(pyridin-4-yl)-1,7-naphthyridin-4-amine CN(C1=CC(=NC2=CN=CC=C12)C1=CC=NC=C1)C(C)C